1-((2-(2,6-dioxopiperidin-3-yl)-1,3-dioxoisoindolin-5-yl)amino)-3,6,9,12,15-pentaoxaoctadecane-18-oic acid O=C1NC(CCC1N1C(C2=CC=C(C=C2C1=O)NCCOCCOCCOCCOCCOCCC(=O)O)=O)=O